6-Bromo-4-chloro-5-fluoro-3-nitroquinoline BrC=1C(=C2C(=C(C=NC2=CC1)[N+](=O)[O-])Cl)F